CS(=O)(=O)C1=CC2=C(N=C(S2)N[Si](C)(C)C)C=C1 6-(methylsulfonyl)-N-(trimethylsilyl)benzo[d]thiazol-2-amine